5-(2-Phenylaminovinyl)-4-methoxycarbonyl-3-phenylisoxazole C1(=CC=CC=C1)NC=CC1=C(C(=NO1)C1=CC=CC=C1)C(=O)OC